5-((4-Benzylpiperazin-1-yl)methyl)-2-(2,4-dioxotetrahydropyrimidin-1(2H)-yl)isoindoline-1,3-dione C(C1=CC=CC=C1)N1CCN(CC1)CC=1C=C2C(N(C(C2=CC1)=O)N1C(NC(CC1)=O)=O)=O